CC=1C(=NC(=NC1C)NC1=CC=C(C=C1)N1CCOCC1)NC1=CC(=CC=C1)S(NC(C)(C)C)(=O)=O 5,6-Dimethyl-N4-(3-[N-(1,1-dimethylethyl)sulfamoyl]phenyl)-N2-[4-morpholinophenyl]pyrimidine-2,4-diamine